ClC=1C(=NC(=NC1)NC1=CC=NN1C)C=1N=C2N(C[C@@H](N(C2=O)CC2=CC(=C(C=C2)F)F)C)C1 (S)-2-(5-Chloro-2-((1-methyl-1H-pyrazol-5-yl)amino)pyrimidin-4-yl)-7-(3,4-difluorobenzyl)-6-methyl-6,7-dihydroimidazo[1,2-a]pyrazin-8(5H)-one